C(C)(C)(C)OC(=O)N1CCC(CC1)CC(=O)O {1-[(tert-butoxy)carbonyl]piperidin-4-yl}acetic acid